5-(bromoacetyl)-2-hydroxybenzaldehyde BrCC(=O)C=1C=CC(=C(C=O)C1)O